o-phenylene-diamine C1(=C(C=CC=C1)N)N